O1CC(CC2=CC=CC=C12)C(=O)N Chroman-3-carboxamide